C1=NC=C(C2=CC=CC=C12)S(=O)(=O)C1=CC=C(C=C1)CNC(=O)C1=CC=2C=NC=CC2N1 N-{[4-(isoquinoline-4-sulfonyl)phenyl]methyl}-1H-pyrrolo[3,2-c]pyridine-2-carboxamide